Cl.N1CC(C1)C(CCCOC)=O 1-(azetidin-3-yl)-4-methoxybutan-1-one hydrochloride